2-(3-aminopropyl)-8-(2-fluoro-4-iodophenylamino)-2,6-naphthyridin-1(2H)-one hydrochloride Cl.NCCCN1C(C2=C(C=NC=C2C=C1)NC1=C(C=C(C=C1)I)F)=O